O1COC2=C1C=CC(=C2)N(C(C2=CC(=CC=C2)N2N=C(C=1CN(CCC12)S(=O)(=O)C=1C(=NOC1C)C)C(F)(F)F)=O)C N-(1,3-Benzodioxol-5-yl)-3-[5-(3,5-dimethylisoxazol-4-yl)sulfonyl-3-(trifluoromethyl)-6,7-dihydro-4H-pyrazolo[4,3-c]pyridin-1-yl]-N-methyl-benzamide